6-methoxy-isoquinolin-4-amine COC=1C=C2C(=CN=CC2=CC1)N